N[C@H](C(=O)O)CC.N[C@H](C(=O)O)CCCN (S)-2,5-diaminopentanoic acid (S)-2-aminobutyrate